3-(bicyclo[2.2.1]hept-2-en-2-yl)propionic acid C12C(=CC(CC1)C2)CCC(=O)O